4-(dimethylamino)but-2-enamide maleate monohydrate O.C(\C=C/C(=O)O)(=O)O.CN(CC=CC(=O)N)C